bis-(1,2,2,6,6-pentamethyl-4-piperidyl)-[[3,5-bis(1,1-dimethylethyl)-4-hydroxyphenyl]methyl]-butylmalonate CN1C(CC(CC1(C)C)OC(C(C(=O)OC1CC(N(C(C1)(C)C)C)(C)C)(CCCC)CC1=CC(=C(C(=C1)C(C)(C)C)O)C(C)(C)C)=O)(C)C